CN1N=CN=C1[Sn](CCCC)(CCCC)CCCC 1-methyl-5-(tributylstannyl)-1H-1,2,4-triazole